ClC=1C=C(C=CC1)[C@@H]1[C@H](C1)C(=O)NC1=NC=NC(=C1)NCC=1N=C2N(C=C(C=C2C=2C(=NC=CC2)OC)C2CC2)C1 (1S,2S)-2-(3-chlorophenyl)-N-(6-(((6-cyclopropyl-8-(2-methoxypyridin-3-yl)imidazo[1,2-a]pyridin-2-yl)methyl)amino)pyrimidin-4-yl)cyclopropane-1-carboxamide